C(C)C(C=O)=C 2-Ethyl-acrolein